CN(CC=CC(=O)NC\C=C\C=1C=CC=2N=CN=C(C2N1)NC1=C(C(=C(C=C1)OC1=CC2=C(N(C=N2)C)C=C1)C)F)C 4-(dimethylamino)-N-((E)-3-(4-((2-fluoro-3-methyl-4-((1-methyl-1H-benzo[d]imidazol-5-yl)oxy)phenyl)amino)pyrido[3,2-d]pyrimidin-6-yl)allyl)but-2-enamide